2-methyl-N-(3-methylbutan-2-ylidene)propane-2-sulfonamide Ethyl-2-(2'-(ethylamino)-7'-oxo-5'H-spiro[cyclopropane-1,4'-thieno[2,3-c]pyridin]-6'(7'H)-yl)acetate C(C)OC(CN1C(C2=C(C3(C1)CC3)C=C(S2)NCC)=O)=O.CC(C)(C)S(=O)(=O)N=C(C)C(C)C